2-(4-(2-(4-chloro-2-fluorophenyl)-2-methylbenzo[d][1,3]dioxol-4-yl)phenyl)acetic Acid ClC1=CC(=C(C=C1)C1(OC2=C(O1)C=CC=C2C2=CC=C(C=C2)CC(=O)O)C)F